1-(2,6-dichlorobenzyl)-N-(5,6-dihydro-4H-benzo[f][1,2,4]triazolo[4,3-a]azepin-4-yl)-1H-1,2,4-triazole-3-carboxamide ClC1=C(CN2N=C(N=C2)C(=O)NC2C=3N(C4=C(CC2)C=CC=C4)C=NN3)C(=CC=C1)Cl